ClC1=CC=C(C=C1)C1=NN(CCC1C1=CC=CC=C1)C(=O)NS(=O)(=O)C1=CC=C(C)C=C1 3-(4-chlorophenyl)-4-phenyl-N-tosyl-5,6-dihydropyridazine-1(4H)-carboxamide